FC(C=1C=CC(=NC1)O[C@@H]1C[C@@H]2CN([C@H]1C2)C=O)F ((1S,4R,6R)-6-((5-(difluoromethyl)pyridin-2-yl)oxy)-2-azabicyclo[2.2.1]hept-2-yl)methanone